COC=1C=C2C=NN(C2=CC1)[C@@H]1C[C@@H](C1)OCC1=CC=CC=C1 5-methoxy-1-[cis-3-(benzyloxy)cyclobutyl]-1H-indazole